FC=1C=C(C(=C2C=C(NC12)S(=O)(=O)N1CCCC1)B1OC(C(O1)(C)C)(C)C)C 7-fluoro-5-methyl-2-pyrrolidin-1-ylsulfonyl-4-(4,4,5,5-tetramethyl-1,3,2-dioxaborolan-2-yl)-1H-indole